Thiodipropionat S(CCC(=O)[O-])CCC(=O)[O-]